tert-butyl 3-hydroxy-3-(2-methoxypyridin-4-yl)pyrrolidine-1-carboxylate OC1(CN(CC1)C(=O)OC(C)(C)C)C1=CC(=NC=C1)OC